(1-(5-methoxypyridin-3-yl)-1H-pyrazol-4-yl)methanol COC=1C=C(C=NC1)N1N=CC(=C1)CO